3-Hydroxypyrrolidine (2S,3S)-methyl-2-fluoro-3-(4-fluorophenyl)-3-hydroxy-2-methylpropanoate COC([C@@]([C@@H](O)C1=CC=C(C=C1)F)(C)F)=O.OC1CNCC1